adipimidate HCl Cl.C(CCCCC(O)=N)(O)=N